C(C(C)C)C1=C(C(=CC(=C1)CC(C)C)CC(C)C)N=C=N dl-2,4,6-triisobutylphenyl-carbodiimide